1-methyl-uric acid CN1C(=O)NC=2NC(=O)NC2C1=O